BrC1=NC(=C(C=C1N)C)C 2-Bromo-5,6-dimethylpyridin-3-amine